ClC=1C=2C(N=C(N1)C1=NN(C=C1)C)=NN(C2)C=2C=C1CCCC1=CC2Cl 4-chloro-2-(6-chloro-2,3-dihydro-1H-inden-5-yl)-6-(1-methyl-1H-pyrazol-3-yl)-2H-pyrazolo[3,4-d]pyrimidine